2-bromo-7-(oxetan-3-yl)-5,6,7,8,9,10-hexahydropyrido[3',2':4,5]pyrrolo[2,3-d]azepine BrC=1C=CC2=C(NC=3CCN(CCC32)C3COC3)N1